CC=1C=C(C(=O)N[C@@H]2CN[C@H](CC2)C=2OC(=NN2)OCCOC(F)(F)F)C=CC1C 3,4-dimethyl-N-[(3S,6R)-6-{5-[2-(trifluoro-methoxy)ethoxy]-1,3,4-oxadiazol-2-yl}piperidin-3-yl]benzamide